CC1(N(C(CCC1)(C)C)NCCCC)C N-(2,2,6,6-tetramethylpiperidyl)butylamine